COC=1C=C2C(=NC(=NC2=CC1OC)C)N[C@H](C)C=1C=C(C=CC1)C1=C(C=CC=C1)OC(F)(F)F 6,7-dimethoxy-2-methyl-N-{(1R)-1-[2'-(trifluoromethoxy)biphenyl-3-yl]ethyl}quinazolin-4-amine